ClC=1C(=NC(=NC1)NC1=NN(N=C1)C)C1=CC=C2CN(C(C2=C1)=O)[C@@H](C(=O)N[C@H](CO)C1=CC(=NC=C1)N(C)C)C (2R)-2-(6-{5-Chloro-2-[(2-methyl-2H-1,2,3-triazol-4-yl)amino]pyrimidin-4-yl}-1-oxo-2,3-dihydro-1H-isoindol-2-yl)-N-[(1S)-1-[2-(dimethylamino)pyridin-4-yl]-2-hydroxyethyl]propanamid